ClC1=NC=CC(=N1)NC1=NN=C(N1)C1CC1 2-Chloro-N-(5-cyclopropyl-4H-1,2,4-triazol-3-yl)pyrimidin-4-amine